[1-(2-ethoxy-2-oxoethyl)cyclobutyl]acetic acid C(C)OC(CC1(CCC1)CC(=O)O)=O